C(C)(C)C=1C(=CNC1)N 4-isopropyl-1H-pyrrol-3-amine